FC(OC1=CC=C(C=C1)N1CC(N(C2(CN(C2)C(=O)NC)C1=O)CC1=CC=C(C=C1)C(F)(F)F)=O)F 8-(4-(difluoromethoxy)-phenyl)-N-methyl-6,9-dioxo-5-(4-(trifluoro-methyl)benzyl)-2,5,8-triazaspiro[3.5]nonane-2-carboxamide